C(CCCCCCCCC\C=C\CCCCCC)(=O)O trans-11-octadecenoic acid